5-icosyl-2-((1R,6R)-3-methyl-6-(prop-1-en-2-yl)cyclohex-2-enyl)benzene-1,3-diol C(CCCCCCCCCCCCCCCCCCC)C=1C=C(C(=C(C1)O)[C@@H]1C=C(CC[C@H]1C(=C)C)C)O